n-docosyl-urea C(CCCCCCCCCCCCCCCCCCCCC)NC(=O)N